2,3,5-trimethyl-4-isopropoxyphenol CC1=C(C=C(C(=C1C)OC(C)C)C)O